N-FORMAMIDOPYRAZOLINE C(=O)NN1NC=CC1